2-[(dodecylthiocarbonyl)sulfanyl]propionic acid C(CCCCCCCCCCC)C(=S)SC(C(=O)O)C